QUINOLINOFURANE O1C=CC2=C1C=C1C=CC=CC1=N2